4-(1-oxyl-8-azaspiro[4.5]dec-2-en-8-yl)quinazoline OC1C=CCC12CCN(CC2)C2=NC=NC1=CC=CC=C21